6-(2-(3-(1H-pyrazol-4-yl)benzoylamino)-1-phenyl-1H-imidazol-4-yl)hexanoic acid N1N=CC(=C1)C=1C=C(C(=O)NC=2N(C=C(N2)CCCCCC(=O)O)C2=CC=CC=C2)C=CC1